C(C)OC(=O)C1=NC=C2N1C=C(C=C2F)S(=O)(=O)Cl.C(C)C2C(N(CC2)S(=O)(=O)C2=CC=C(C=C2)C)=O 3-ethyl-1-(p-tolylsulfonyl)pyrrolidin-2-one ethyl-6-(chlorosulfonyl)-8-fluoroimidazo[1,5-a]pyridine-3-carboxylate